C(C1=CC=CC=C1)N1C[C@H](CC1)NC(=O)NC1=CC(=CC=C1)F (s)-1-(1-benzylpyrrolidine-3-yl)-3-(3-fluorophenyl)urea